C(CCCCCCC)Br.[Mg] magnesium (octyl) bromide